(S)-3-((benzyloxy)methyl)-1-(1-((5-chloro-2-methoxypyridin-4-yl)oxy)-8-((1,1,1-trifluoropropan-2-yl)oxy)isoquinolin-6-yl)-4-ethyl-1H-1,2,4-triazol C(C1=CC=CC=C1)OCC1=NN(CN1CC)C=1C=C2C=CN=C(C2=C(C1)O[C@H](C(F)(F)F)C)OC1=CC(=NC=C1Cl)OC